FC=1C=C2C=C(NC2=CC1CNC(=O)C=1N=C2N(C(C1)=O)C=CC=C2)CN2[C@@H](C[C@@H](CC2)C)C([2H])([2H])[2H] N-((5-fluoro-2-(((2R,4R)-4-methyl-2-(methyl-d3)piperidin-1-yl)methyl)-1H-indol-6-yl)methyl)-4-oxo-4H-pyrido[1,2-a]pyrimidine-2-carboxamide